C(C)N(CC)CC=1C=CC(=NC1)/C=C/C1=NN(C2=CC=CC=C12)C1OCCCC1 3-[(trans)-2-[5-(diethylaminomethyl)-2-pyridyl]vinyl]-1-tetrahydropyran-2-yl-indazole